(3R)-4-amino-7-fluoro-3-methyl-N-(pyrimidin-2-ylmethyl)-N-(6-(trifluoromethyl)-2,3-dihydrobenzofuran-3-yl)-1,3-dihydrofuro[3,4-c]quinolin-8-carboxamide NC1=NC=2C=C(C(=CC2C2=C1[C@H](OC2)C)C(=O)N(C2COC1=C2C=CC(=C1)C(F)(F)F)CC1=NC=CC=N1)F